CC1C2(C3=CC=CC=C3C1)CCC1(CC2)OCCO1 2''-methyl-2'',3''-dihydrodispiro[[1,3]dioxolane-2,1'-cyclohexane-4',1''-indene]